N[C@H]1CN(CCC1)C(=O)OCC1=CC=CC=C1 (R)-3-amino-1-N-Cbz-piperidine